Methyl (4S)-4-amino-4-{[(1S)-1-{[(1S)-4-(carbamoylamino)-1-{[4-(hydroxymethyl)phenyl]carbamoyl}butyl]carbamoyl}-2-methylpropyl]carbamoyl}butanoate N[C@@H](CCC(=O)OC)C(N[C@@H](C(C)C)C(N[C@@H](CCCNC(N)=O)C(NC1=CC=C(C=C1)CO)=O)=O)=O